OCC=1C=C(C=CC1)C=1C=CC=2N(N1)C(=CN2)C2=CC(=C(C=C2)O)OC 4-[6-[3-(hydroxy-methyl)phenyl]imidazo[1,2-b]pyridazin-3-yl]-2-methoxy-phenol